Cl.N[C@H](C(=O)OCC1=CC(=NC(=C1)Cl)Cl)[C@@H](C(C)C)O (2,6-Dichloropyridin-4-yl)methyl (2S,3R)-2-amino-3-hydroxy-4-methylpentanoate hydrochloride